ClC1=CC=C(C=CC2=C(N)C=CC(=C2)C)C=C1 2-(4-chlorostyryl)-4-methylaniline